C1(CC1)N(C)CC1=C2CCN(C(C2=CC(=C1)CN1C(=NC=C1)NC)=O)[C@@H](C)C=1C=NC(=C(C1)OC)F (S)-5-((cyclopropyl(methyl)amino)methyl)-2-(1-(6-fluoro-5-methoxypyridin-3-yl)ethyl)-7-((2-(methylamino)-1H-imidazol-1-yl)methyl)-3,4-dihydroisoquinolin-1(2H)-one